1-(1-(5-(trifluoromethyl)pyridin-2-yl)propyl)-1H-pyrazolo[3,4-d]pyrimidin-4(5H)-one FC(C=1C=CC(=NC1)C(CC)N1N=CC2=C1N=CNC2=O)(F)F